C1(CC1)C(CNC=1N=CC2=C(N1)NC=C2C=2C=CC=1N(N2)C=C(N1)C)(F)F N-(2-cyclopropyl-2,2-difluoroethyl)-5-(2-methylimidazo[1,2-b]pyridazin-6-yl)-7H-pyrrolo[2,3-d]pyrimidin-2-amine